1,3-dichloro-1,1-difluoropropane ClC(CCCl)(F)F